(R/S)-4-((1-(hydroxymethyl)cyclobutyl)amino)-2-(4-(trifluoromethyl)phenyl)-6,7-dihydrothieno[3,2-d]pyrimidine 5-oxide OCC1(CCC1)NC=1C2=C(N=C(N1)C1=CC=C(C=C1)C(F)(F)F)CC[S@]2=O |r|